6-(4-(3-chloro-4-fluorophenyl)-1-(3,3-difluorocyclobutyl)-1H-imidazol-5-yl)imidazo[1,2-a]pyridine-3-carboxamide ClC=1C=C(C=CC1F)C=1N=CN(C1C=1C=CC=2N(C1)C(=CN2)C(=O)N)C2CC(C2)(F)F